tert-butyl 4-[2-[2-[2-[[5-[[[3-ethyl-5-[(2S)-2-(2-hydroxyethyl)-1-piperidyl] pyrazolo[1,5-a]pyrimidin-7-yl]amino]methyl]-2-pyridyl]oxy]ethoxy]ethoxy] ethoxy]piperidine-1-carboxylate C(C)C=1C=NN2C1N=C(C=C2NCC=2C=CC(=NC2)OCCOCCOCCOC2CCN(CC2)C(=O)OC(C)(C)C)N2[C@@H](CCCC2)CCO